OC1C(C(OC1CO)CO)OC1OC(C(C(C1O)O)O)CO 2-(4-Hydroxy-2,5-bis-hydroxymethyl-tetrahydrofuran-3-yloxy)-6-hydroxymethyl-tetrahydropyran-3,4,5-triol